N-(6-Aminohexyl)-1-naphthalenesulfonamide Hydrochloride Cl.NCCCCCCNS(=O)(=O)C1=CC=CC2=CC=CC=C12